6-oxo-1,6-dihydropyridine-3-carboxylate O=C1C=CC(=CN1)C(=O)[O-]